C12C3C(C1NC(=O)N=C2N)NC(=O)N=C3N The molecule is a member of the class of cyclobutadipyrimidines that is 1,4a,4b,8,8a,8b-hexahydrocyclobuta[1,2-d:4,3-d']dipyrimidine-2,7-dione carrying two additional amino substituents at positions 4 and 5. It has a role as a Mycoplasma genitalium metabolite.